(Z)-4-((4-(4-amino-5-(3-fluoro-4-((6-methylpyridin-2-yl)oxy)phenyl)pyrazolo[5,1-f][1,2,4]triazin-6-yl)phenyl)amino)-4-oxobut-2-enoic acid NC1=NC=NN2C1=C(C(=N2)C2=CC=C(C=C2)NC(\C=C/C(=O)O)=O)C2=CC(=C(C=C2)OC2=NC(=CC=C2)C)F